C(C)C1C(C(CC(=C1)CC)CC)C=O 2,4,6-triethylcyclohex-3-ene-1-carbaldehyde